O[C@@H](C)C=1C(=NC(=CC1)C=1C=NN2C1C=CC(=C2)NC=2N=NC(=CC2)C)N2N=C(C=C2C)C#N 1-[3-[(1s)-1-hydroxyethyl]-6-[6-[(6-methylpyridazin-3-yl)amino]pyrazolo[1,5-a]pyridin-3-yl]pyridin-2-yl]-5-methylpyrazole-3-carbonitrile